(S)-2-oxo-5-propylpyrrolidine-1-carboxylic acid tert-butyl ester C(C)(C)(C)OC(=O)N1C(CC[C@@H]1CCC)=O